FCC(CF)N1N=NC2=C1C=C(C=C2)C=2C=CN1N=C(N=C(C12)OC)N[C@H]1[C@H](CN(CC1)C)F 5-(1-(1,3-difluoropropan-2-yl)-1H-benzo[d][1,2,3]triazol-6-yl)-N-((3S,4R)-3-fluoro-1-methylpiperidin-4-yl)-4-methoxypyrrolo[2,1-f][1,2,4]triazin-2-amine